CCC(C(=O)O)(C)OC1=C(C=C(C=C1C(C)(C)C)C)C(C)(C)C methyl-2-(2,6-di-tert-butyl-4-methylphenoxy)-2-methylpropanoic acid